C1(CC1)C1=NC2=CC=C(C=C2C=C1)C1=CN=C(O1)[C@H](CCCCCC(CC)=O)NC(=O)[C@H]1CC12CCN(CC2)C(C)C (S)-N-((S)-1-(5-(2-Cyclopropylchinolin-6-yl)oxazol-2-yl)-7-oxononyl)-6-isopropyl-6-azaspiro[2.5]octan-1-carboxamid